BrC1=C(C=C(C=C1)N1C(N(CC1)C)=O)OC 1-(4-bromo-3-methoxyphenyl)-3-methylimidazolin-2-one